2-[2-(5-methylfuran-2-yl)vinyl]-4,6-bis(trichloromethyl)-s-triazine CC1=CC=C(O1)C=CC1=NC(=NC(=N1)C(Cl)(Cl)Cl)C(Cl)(Cl)Cl